FC1(C2(CCNC2)CCN(C1)CC=1C=CC(=NC1)C1=C2CCN(C2=CC=C1)C=1C=C(C=2N(N1)C(=CN2)C(=O)N[C@H]2[C@H](C2)F)NC)F 6-(4-(5-((6,6-Difluoro-2,8-diazaspiro[4.5]decan-8-yl)methyl)pyridin-2-yl)indolin-1-yl)-N-((1R,2S)-2-fluorocyclopropyl)-8-(methylamino)imidazo[1,2-b]pyridazine-3-carboxamide